5-amino-6-(prop-1-en-2-yl)pyridine-3-carboxylic acid methyl ester COC(=O)C=1C=NC(=C(C1)N)C(=C)C